[Co].[Zn] zinc-cobalt